CC1=NC=CC(=C1)C1CCC(CC1)CC(=O)O 2-((1s,4s)-4-(2-methylpyridin-4-yl)cyclohexyl)acetic acid